5-Chloro-4-(1H-indol-3-yl)-N-[2-methoxy-4-[(4-methyl-1-oxo-1,4-thiazinan-1-ylidene)-amino]phenyl]pyrimidin-2-amine ClC=1C(=NC(=NC1)NC1=C(C=C(C=C1)N=S1(CCN(CC1)C)=O)OC)C1=CNC2=CC=CC=C12